FC1=CC(=CC2=C1NC(CCC2)=O)[C@@H](CN2C[C@@H]1[C@](C2)(C[C@H](C1)OC1=CC=CC=C1)O)O 9-fluoro-7-((S)-1-hydroxy-2-((3aS,5S,6aR)-3a-hydroxy-5-phenoxyhexahydrocyclopenta[c]pyrrol-2(1H)-yl)ethyl)-1,3,4,5-tetrahydro-2H-benzo[b]azepin-2-one